ClC=1C=C(C(=C(C1)C1=CC=C(C=C1)OC(C(=O)OCC)(C)C)NS(=O)(=O)C=1C=NC=C(C1C)C)F ethyl 2-({5'-chloro-2'-[(4,5-dimethylpyridine-3-sulfonyl) amino]-3'-fluoro [1,1'-biphenyl]-4-yl} oxy)-2-methylpropionate